2-bromo-1-(2-(4-fluoro-2-methylphenoxy)-4-(trifluoromethyl)phenyl)ethan-1-one BrCC(=O)C1=C(C=C(C=C1)C(F)(F)F)OC1=C(C=C(C=C1)F)C